5-[6-(2,6-Dimethyl-phenyl)-8-(4-hydroxy-butyl)-7-oxo-5,6,7,8-tetrahydro-pyrimido[4,5-d]pyrimidin-2-ylamino]-2-(4-methyl-piperazin-1-yl)-benzoic acid methyl ester COC(C1=C(C=CC(=C1)NC=1N=CC2=C(N(C(N(C2)C2=C(C=CC=C2C)C)=O)CCCCO)N1)N1CCN(CC1)C)=O